CC1=C(OC=2CCC3=CN(N=C3C21)CC2=CC=C(C=C2)C)C(=O)NC2=CC=C(C(=O)OCC)C=C2 ethyl 4-({[8-methyl-2-(4-methylbenzyl)-4,5-dihydro-2H-furo[2,3-g]indazol-7-yl]carbonyl}amino)benzoate